COC1=CC=C(C=C1)C1=C2C(=NC(=C1C#N)C)C1=CC=CC=C1C2=O 4-(4-methoxyphenyl)-2-methyl-5-oxo-5H-indeno[1,2-b]pyridine-3-carbonitrile